(3-Oxo-2,3-dihydro-isoxazolo[4,5-b]pyridin-7-yl)carbamic acid tert-butyl ester C(C)(C)(C)OC(NC1=C2C(=NC=C1)C(NO2)=O)=O